CC(C)C1=C(C=CC(=C1)C(C)C)B(O)O [2,4-BIS(PROPAN-2-YL)PHENYL]BORANEDIOL